N-(5-bromopentyl)-4-(nonyloxy)benzamide BrCCCCCNC(C1=CC=C(C=C1)OCCCCCCCCC)=O